C1=CC=CC2=NC3=CC=CC=C3C(=C12)CNC1=NC=C2N=CNC2=N1 2-((acridin-9-ylmethyl)amino)-9H-purine